ClC=1C=C(NC(C=2C(O)=CC=CC2)=O)C=C(C1Cl)Cl 3',4',5'-trichlorosalicylanilide